4-(3-(3-(5-bromofuran-2-yl)-5,6,7,8-tetrahydroimidazo[1,2-a]pyrazine-7-carbonyl)-4-fluorobenzyl)phthalazin-1(2H)-one BrC1=CC=C(O1)C1=CN=C2N1CCN(C2)C(=O)C=2C=C(CC1=NNC(C3=CC=CC=C13)=O)C=CC2F